6-bromomethyl-2-di(tert-butoxycarbonyl)aminobenzothiazole BrCC1=CC2=C(N=C(S2)N(C(=O)OC(C)(C)C)C(=O)OC(C)(C)C)C=C1